C(C=C)(=O)N1[C@H](CN(CC1)C1=NC(=NC=2C[C@@H](CCC12)N1CCCC2=CC=CC=C12)N1CC2(CCCN2C)CC1)CC#N 2-((2S)-1-Acryloyl-4-((7R)-7-(3,4-dihydroquinolin-1(2H)-yl)-2-(1-methyl-1,7-diazaspiro[4.4]nonan-7-yl)-5,6,7,8-tetrahydroquinazolin-4-yl)piperazin-2-yl)acetonitrile